3-hydroxy-3-methyl-N-(3-(m-tolyl)-5-(trifluoromethyl)pyrazolo[1,5-a]pyridin-2-yl)butanamide OC(CC(=O)NC1=NN2C(C=C(C=C2)C(F)(F)F)=C1C=1C=C(C=CC1)C)(C)C